sec-Butyl chloroformate ClC(=O)OC(C)CC